N-[2-((2r,3r)-1-ethyl-2-methyl-3-piperidinyl)thieno[2,3-b]pyridin-4-yl]-4,6-difluoro-1,3-benzothiazol-5-amine C(C)N1[C@@H]([C@@H](CCC1)C1=CC=2C(=NC=CC2NC=2C(=CC3=C(N=CS3)C2F)F)S1)C